CO/C=C/C(=O)OC (E)-methyl 3-methoxyprop-2-enoate